(3-bromo-4-hydroxyphenyl)(1H-pyrrolo[2,3-b]pyridin-1-yl)methanone BrC=1C=C(C=CC1O)C(=O)N1C=CC=2C1=NC=CC2